dioctyl adipate (dioctyladipate) C(CCCCCCC)C(C(=O)O)(CCCC(=O)O)CCCCCCCC.C(CCCCC(=O)OCCCCCCCC)(=O)OCCCCCCCC